6-((1,1-dihydroxytetrahydro-2H-thiopyran-4-yl)amino)pyrimidine-4-carboxylic acid OS1(CCC(CC1)NC1=CC(=NC=N1)C(=O)O)O